(2R,3S,4R,6E,8E)-3-((tert-butyldimethyl-Silyl)oxy)-N-methoxy-N,2,4-trimethyldeca-6,8-dienamide C(C)(C)(C)[Si](O[C@H]([C@H](C(=O)N(C)OC)C)[C@@H](C\C=C\C=C\C)C)(C)C